C[C@H]1CC2(CCCN2C1)CO (S)-(2-methyltetrahydro-1H-pyrrolizin-7a(5H)-yl)methanol